O=S1(CCN(CC1)C1=CC=C(C=C1)B(O)O)=O (4-(1,1-dioxothiomorpholinyl)phenyl)boronic acid